8-(benzyloxy)-2,2,14,14-tetramethylpentadecanedicarboxylic acid C(C1=CC=CC=C1)OC(CCCCCC(C(C(=O)O)C(=O)O)(C)C)CCCCCC(C)(C)C